4-(difluoromethyl)-4-((trimethylsilyl)oxy)piperidine FC(C1(CCNCC1)O[Si](C)(C)C)F